N1-(3,5-dimethoxyphenyl)-N2-isopropyl-N1-(3-(1-(tetrahydro-2H-pyran-2-yl)-1H-pyrazol-4-yl)quinoxalin-6-yl)ethane-1,2-diamine COC=1C=C(C=C(C1)OC)N(CCNC(C)C)C=1C=C2N=C(C=NC2=CC1)C=1C=NN(C1)C1OCCCC1